FC1(CC2CC(CC2C1)N1C(C2=CC=CC=C2C1=O)=O)F 2-(5,5-difluorooctahydropentalen-2-yl)isoindoline-1,3-dione